COC=1C=C2C(=CC(=NC2=CC1)C1CCN(CC1)C(=O)OC(C)(C)C)[C@H]1CN(C(O1)=O)C1CCN(CC1)C(C(F)(F)F)=O tert-Butyl (S)-4-(6-methoxy-4-(2-oxo-3-(1-(2,2,2-trifluoroacetyl)piperidin-4-yl)oxazolidin-5-yl)quinolin-2-yl)piperidine-1-carboxylate